NC1=C(C(=NC(=C1)C=1SC=CN1)C1=NC(=CC(=C1)OC)N1C[C@](CC1)(C)O)C#N (R)-4-amino-6'-(3-hydroxy-3-methylpyrrolidin-1-yl)-4'-methoxy-6-(thiazol-2-yl)-[2,2'-bipyridine]-3-carbonitrile